C(#N)N[S@](=O)(=NC(NC1=C2CCCC2=CC=2CCCC12)=O)C=1C=NN2C1O[C@@H](C2)C (R,2R)-N-cyano-N'-((1,2,3,5,6,7-hexahydro-s-indacen-4-yl)carbamoyl)-2-methyl-2,3-dihydropyrazolo[5,1-b]oxazole-7-sulfonimidamide